N'-[5-bromo-2-methyl-6-[(1R)-1-methyl-2-propoxy-ethoxy]-3-pyridyl]-N-ethyl-N-methyl-formamidine BrC=1C=C(C(=NC1O[C@@H](COCCC)C)C)N=CN(C)CC